4-(4-((1R,5S)-3,8-diazabicyclo[3.2.1]octan-3-yl)-2-(2-(3,3-difluoropyrrolidin-1-yl)ethoxy)-8-fluoroquinazolin-7-yl)naphthalen-2-ol [C@H]12CN(C[C@H](CC1)N2)C2=NC(=NC1=C(C(=CC=C21)C2=CC(=CC1=CC=CC=C21)O)F)OCCN2CC(CC2)(F)F